1,3,7-triazaspiro[4.5]decene-2,4-dione N1C(NC(C12C=NCCC2)=O)=O